N-[2-(3-methoxyphenyl)[1,2,4]triazolo[1,5-c]quinazolin-5-yl]-D-valine methyl ester COC([C@H](NC1=NC=2C=CC=CC2C=2N1N=C(N2)C2=CC(=CC=C2)OC)C(C)C)=O